(S)-2-(4,4-dimethyl-1,4-azasilinan-1-yl)-4-((2-hydroxyethyl)sulfonyl)-N-(6-(3,3,3-trifluoro-2-hydroxypropoxy)pyridin-2-yl)benzamide C[Si]1(CCN(CC1)C1=C(C(=O)NC2=NC(=CC=C2)OC[C@@H](C(F)(F)F)O)C=CC(=C1)S(=O)(=O)CCO)C